NCC1=CC=C(C=2N1C=CN2)C2=C(C=C(C#N)C=C2)OC=2N(N=C(C2)C2CC2)C 4-[5-(aminomethyl)imidazo[1,2-a]pyridin-8-yl]-3-(5-cyclopropyl-2-methylpyrazol-3-yl)oxybenzonitrile